C(C)NCCO Ethyl-(2-hydroxyethyl)amine